C(C)(C)(C)OC(=O)N/C(/N1CC(C1)S(N)(=O)=O)=N/C(OC(C)(C)C)=O tert-Butyl (Z)-(((tert-butoxycarbonyl)amino)(3-sulfamoylazetidin-1-yl)methylene)carbamate